N-((4-(((1r,4r)-4-aminocyclohexyl)oxy)-3-methylbenzofuran-2-yl)methyl)-N-methylacrylamide bis(2,2,2-trifluoroacetate) FC(C(=O)O)(F)F.FC(C(=O)O)(F)F.NC1CCC(CC1)OC1=CC=CC2=C1C(=C(O2)CN(C(C=C)=O)C)C